[Co](Cl)(Cl)Cl.C(=O)(O)CC1=NC=CC=C1 carboxymethyl-pyridine cobalt trichloride